N[C@H](C=1OC2=C(N1)C(=C(C=C2)CN2C(N[C@@H](C2)C(F)(F)F)=O)F)C2CCC(CC2)(F)F (4S)-1-[[2-[(S)-amino-(4,4-difluorocyclohexyl)methyl]-4-fluoro-1,3-benzoxazol-5-yl]methyl]-4-(trifluoromethyl)-imidazolidin-2-one